methyl (R)-methyl-4-(2-chloro-4-fluorophenyl)-6-(((S)-6-(isopropylcarbamoyl)-5-azaspiro[2.4]heptan-5-yl) methyl)-2-(4-methylthiazol-2-yl)-1,4-dihydropyrimidine-5-carboxylate CN1C(=N[C@H](C(=C1CN1CC2(CC2)C[C@H]1C(NC(C)C)=O)C(=O)OC)C1=C(C=C(C=C1)F)Cl)C=1SC=C(N1)C